C(#N)C=1C=C2C(N(C(=NC2=CC1)C1C(N(CCC1)C)CCNC(OCC1=CC=CC=C1)=O)CC(C)(C)C)=O benzyl (2-(3-(6-cyano-3-neopentyl-4-oxo-3,4-dihydroquinazolin-2-yl)-1-methylpiperidin-2-yl)ethyl)carbamate